OC(CC1=C(C=CC=C1)N1NC2=C(N1)C=CC=C2)CCC(CCC)C(C)(C)C 2-(2-hydroxy-5-t-butyl-octylphenyl)benzotriazoleN